ClC1=CC2=C(N=CN(C2=O)CC2(CCNCC2)O)N1C1=CC2=C(CCO2)C=C1 6-Chloro-7-(2,3-dihydrobenzofuran-6-yl)-3-((4-hydroxypiperidin-4-yl)methyl)-3,7-dihydro-4H-pyrrolo[2,3-d]pyrimidin-4-one